CC1=NC(=NO1)C1=CC=C2C=CN=C(C2=C1)NCCN1C(C2=CC(=CC=C2C1)OC(F)(F)F)=O 2-(2-{[7-(5-methyl-1,2,4-oxadiazol-3-yl)isoquinolin-1-yl]amino}ethyl)-6-(trifluoromethoxy)-2,3-dihydro-1H-isoindol-1-one